C1(CCCC1)OOO cyclopentyl-peroxyalcohol